BrC1=NC=C(C=C1F)CN1[C@@H]([C@H](C1)CS(=O)(=O)C)C 2-bromo-3-fluoro-5-(((2R,3S)-2-methyl-3-((methylsulfonyl)methyl)azetidin-1-yl)methyl)pyridine